(R)-2-methyl-1-(2-(tetrahydro-2H-pyran-4-yl)-5-(4,4,5,5-tetramethyl-1,3,2-dioxaborolan-2-yl)benzyl)pyrrolidine C[C@H]1N(CCC1)CC1=C(C=CC(=C1)B1OC(C(O1)(C)C)(C)C)C1CCOCC1